NC=1C=CC(=NC1C)C#N 5-amino-6-methylpicolinonitrile